(S)-6-amino-N-(2-(2-cyano-4,4-difluoropyrrolidin-1-yl)-2-oxoethyl)quinoline-4-carboxamide NC=1C=C2C(=CC=NC2=CC1)C(=O)NCC(=O)N1[C@@H](CC(C1)(F)F)C#N